OC(COC)C1=CC(=C(C=N1)C=1C(N(C2=CC(=NC=C2C1)NC(=O)C1CC1)C)=O)C N-{3-[6-(1-hydroxy-2-methoxyethyl)-4-methylpyridin-3-yl]-1-methyl-2-oxo-1,6-naphthyridin-7-yl}cyclopropanecarboxamide